N-propargylamine C(C#C)N